C1N(CC2=CC=CC=C12)CC=1C=CC(=C(C#N)C1)O[C@@H]1CN(CC1)C1=CC=C(C=C1)S(=O)(=O)C (S)-5-(isoindolin-2-ylmethyl)-2-((1-(4-(methylsulfonyl)phenyl)-pyrrolidin-3-yl)oxy)benzonitrile